COC1=CC=C(CNCC=2NC(C=3SC(=C4OCCCC2C34)C3=CC=NC=C3)=O)C=C1 5-(((4-methoxybenzyl)amino)methyl)-1-(pyridin-4-yl)-4,6,7,8-tetrahydro-3H-9-oxa-2-thia-4-azabenzo[cd]azulene-3-one